2-methyl-1,4-bis(2-hydroxyethoxy)naphthalene CC1=C(C2=CC=CC=C2C(=C1)OCCO)OCCO